FC(C1=CC=C(S1)C=1C=C2C(=NC1)C=NN2CC=2OC(=NN2)C)F 2-[[6-[5-(Difluoromethyl)-2-thienyl]pyrazolo[4,3-b]pyridin-1-yl]methyl]-5-methyl-1,3,4-oxadiazole